C1(CCCC1)NC(CN1C=C(C2=CC=CC=C12)CO)=O N-Cyclopentyl-2-(3-(hydroxymethyl)-1H-indol-1-yl)acetamide